C(C)(C)(C)OC(=O)C1(CC(C2=CC(=CC=C2C1)C)CC(=O)O)C(=O)OC(C)(C)C 2-(3,3-bis(tert-butoxycarbonyl)-7-methyl-1,2,3,4-tetrahydronaphthalen-1-yl)acetic acid